gamma-(6-aminohexyl)aminopropyl-trimethoxysilane NCCCCCCNCCC[Si](OC)(OC)OC